ClC=1C=C2C(=CC1)NC(C21CCN(CC1)CCOC=1C=NC=2N(C(C=C(C2C1)C(F)(F)F)=O)C1CC(C1)(C)O)=O 5-chloro-1'-[2-({7-oxo-8-[(cis)-3-hydroxy-3-methylcyclobutyl]-5-(trifluoromethyl)-7,8-dihydro-1,8-naphthyridin-3-yl}oxy)ethyl]-1,2-dihydrospiro[indole-3,4'-piperidin]-2-one